CC1=NN=C(O1)C=1C=C(CN2CCC3(CC2)COC2=C4CN(C(C4=CC=C23)=O)C2C(NC(CC2)=O)=O)C=CC1 3-(1'-(3-(5-methyl-1,3,4-oxadiazol-2-yl)benzyl)-6-oxo-6,8-dihydro-2H,7H-spiro[furo[2,3-e]isoindole-3,4'-piperidin]-7-yl)piperidine-2,6-dione